(S)-5-(5-((2H-tetrazol-5-yl)methyl)-2-methoxybenzyl)-6-methyl-N4-(1-(methylthio)heptan-3-yl)pyrimidine-2,4-diamine N=1NN=NC1CC=1C=CC(=C(CC=2C(=NC(=NC2C)N)N[C@H](CCSC)CCCC)C1)OC